acetic acid (Z,E)-7,11-hexadecadienyl ester C(CCCCC\C=C/CC\C=C\CCCC)OC(C)=O